4-((S)-2-((S)-2-amino-3-methylbutanamido)-5-ureidopentanamido)benzyl ((1-((3-(2-amino-4-(dipropylcarbamoyl)-3H-benzo[b]azepin-8-yl)phenyl)sulfonyl)azetidin-3-yl)methyl)carbamate NC=1CC(=CC2=C(N1)C=C(C=C2)C=2C=C(C=CC2)S(=O)(=O)N2CC(C2)CNC(OCC2=CC=C(C=C2)NC([C@H](CCCNC(=O)N)NC([C@H](C(C)C)N)=O)=O)=O)C(N(CCC)CCC)=O